1-(4-fluorophenyl)-N-(3-hydroxy-5-(4-morpholinothieno[3,2-d]pyrimidin-2-yl)phenyl)-5-(methylsulfinyl)-1H-pyrazole-3-carboxamide FC1=CC=C(C=C1)N1N=C(C=C1S(=O)C)C(=O)NC1=CC(=CC(=C1)C=1N=C(C2=C(N1)C=CS2)N2CCOCC2)O